N1CC(C1)C=1C=NN(C1O)C 4-(azetidin-3-yl)-1-methyl-1H-pyrazol-5-ol